ClC=1N=C(C2=C(N1)C(=C(N=C2)Cl)F)N2CC1CCC(C2)N1C(=O)OC(C)(C)C tert-butyl 3-{2,7-dichloro-8-fluoropyrido[4,3-d]pyrimidin-4-yl}-3,8-diazabicyclo[3.2.1]octane-8-carboxylate